COC=1C=CC2=C(C(=N[C@@H](C(N2)=O)NC([C@@H]([C@@H](C(=O)N)CCC(F)(F)F)CCC(F)(F)F)=O)C2=CC=CC=C2)C1 (2R,3S)-N-((3S)-7-methoxy-2-oxo-5-phenyl-2,3-dihydro-1H-1,4-benzodiazepin-3-yl)-2,3-bis(3,3,3-trifluoropropyl)succinamide